N-(3-bromo-2-methylphenylethyl)carboxamide BrC=1C(=C(C=CC1)CCNC=O)C